(indol-3-yl)glycerol N1C=C(C2=CC=CC=C12)C(O)C(O)CO